(7R,14R)-1-(difluoromethoxy)-11-(4-(difluoromethoxy)but-1-yn-1-yl)-6-(methyl-d3)-6,7-dihydro-7,14-methanobenzo[f]benzo[4,5]imidazo[1,2-a][1,4]diazocin-5(14H)-one FC(OC1=CC=CC=2C(N([C@H]3C=4N([C@@H](C21)C3)C3=C(N4)C=CC(=C3)C#CCCOC(F)F)C([2H])([2H])[2H])=O)F